O1C(CCCC1)OC1CCOC2=C1N=CS2 7-(oxan-2-yloxy)-5H,6H,7H-pyrano[3,2-d][1,3]thiazole